CC=1C(=NN2C1C(N(CC2)C2=C(C=C(C=C2)C2=NC1=CC=C(C=C1C=N2)C(F)(F)F)C)=O)CN2CCN(CC2)C 3-methyl-5-(2-methyl-4-(6-(trifluoromethyl)quinazolin-2-yl)phenyl)-2-((4-methyl-piperazin-1-yl)methyl)-6,7-dihydropyrazolo[1,5-a]pyrazin-4(5H)-one